7-(5-chloro-2-methoxyphenyl)-N-[(2,4-dimethoxyphenyl)methyl]quinolin-4-amine ClC=1C=CC(=C(C1)C1=CC=C2C(=CC=NC2=C1)NCC1=C(C=C(C=C1)OC)OC)OC